(R)-(1-(((7-(8-ethyl-7-fluoro-3-(methoxymethoxy)naphthalen-1-yl)-8-fluoro-4-(3-methoxy-3-methylpiperidin-1-yl)pyrido[4,3-d]pyrimidin-2-yl)oxy)methyl)cyclopropyl)methanol C(C)C=1C(=CC=C2C=C(C=C(C12)C1=C(C=2N=C(N=C(C2C=N1)N1C[C@](CCC1)(C)OC)OCC1(CC1)CO)F)OCOC)F